(S)-(2-chloro-7,8-dihydrobenzofuro[5,4-d]thiazol-7-yl)methanol ClC=1SC2=C(N1)C=CC1=C2C[C@H](O1)CO